C(C)(C)(C)C=1C(=C(C=C(C1)OC)C1=C(C(=CC(=C1)OC)C(C)(C)C)OP1OC(C(O1)(C1=CC=CC=C1)C1=CC=CC=C1)(C1=CC=CC=C1)C1=CC=CC=C1)OP1OC2=C(O1)C=CC=C2 2-((3,3'-Di-tert-butyl-5,5'-dimethoxy-2'-((4,4,5,5-tetraphenyl-1,3,2-dioxaphospholan-2-yl)oxy)-[1,1'-biphenyl]-2-yl)oxy)benzo[d][1,3,2]dioxaphosphol